BrCC(=O)C12CC(C1)(C2)NC(OC(C)(C)C)=O tert-butyl N-[3-(2-bromoacetyl)-1-bicyclo[1.1.1]pentanyl]carbamate